C1(=CC=C(C=C1)C(=O)OCC1CO1)C p-toluic acid, glycidyl ester